C1(=CC=CC=C1)[Si](C1=CC=CC=C1)(C1=CC=CC=C1)P (triphenylsilyl)phosphine